N-bromophenylmethylsulfimide BrN=SCC1=CC=CC=C1